FC1=C(C=C(C=C1C)N1N=C2C([C@@H](N(CC2)C(=O)OC(C)(C)C)C)=C1N1C(N(C=C1)C=1C=C2C=NN(C2=CC1)CCOC)=O)C tert-Butyl (4S)-2-(4-fluoro-3,5-dimethylphenyl)-3-[3-[1-(2-methoxyethyl)indazol-5-yl]-2-oxoimidazol-1-yl]-4-methyl-6,7-dihydro-4H-pyrazolo[4,3-c]pyridine-5-carboxylate